4-chloro-5-fluoro-2-methylpyridin-1-ium-1-olate ClC1=CC(=[N+](C=C1F)[O-])C